BrC1=C(C=2C3=CC=CC=C3C3=CC=CC=C3C3=CC=CC=C3C2C=C1)NC=1C(=CC=CC1)N N1-(2-bromotetraphenylen-1-yl)benzene-1,2-diamine